Sodium 4-(4-phenoxyphenyl)-3-(quinolin-2-yl)-5-thioxo-4,5-dihydro-1,2,4-triazol-1-ide O(C1=CC=CC=C1)C1=CC=C(C=C1)N1C(=N[N-]C1=S)C1=NC2=CC=CC=C2C=C1.[Na+]